(R)-2'-ethoxy-5-(2-ethylpiperazin-1-yl)-[2,3'-bipyridine]-6-carbonitrile C(C)OC1=NC=CC=C1C1=NC(=C(C=C1)N1[C@@H](CNCC1)CC)C#N